C(C)[C@](N(C(=O)C=1C(=NN(C1)C1=CC=C(C=C1)F)C=1C=C(C=CC1)C)CC)(C(C)C)C(=O)N[C@H](CCC(=O)O)C(=O)O.FC(OC1=CC=C(C=C1)C1CCNCC1)(F)F 4-(4-trifluoromethoxyphenyl)piperidine Diethyl-(1-(4-fluorophenyl)-3-(m-tolyl)-1H-pyrazole-4-carbonyl)-L-valyl-D-glutamate